6-(trifluoromethyl)pyrazolo[4,3-b]Pyridine FC(C=1C=C2C(=NC1)C=NN2)(F)F